1-(benzo[b]thiophen-7-yl)-indole S1C2=C(C=C1)C=CC=C2N2C=CC1=CC=CC=C21